FC1=C(C(=CC=2N=C(OC21)C)C2=CC1=C(N=N2)N(C=C1)[C@@H]1[C@@H](C(NC(C1)(C)C)(C)C)F)O 7-fluoro-5-{7-[(3S,4S)-3-fluoro-2,2,6,6-tetramethylpiperidin-4-yl]-7H-pyrrolo[2,3-c]pyridazin-3-yl}-2-methyl-1,3-benzoxazol-6-ol